BrC1=NN(C(=N1)C=O)C bromo-1-methyl-1H-1,2,4-triazole-5-carbaldehyde